(4-chloro-3-fluorophenyl)boric acid ClC1=C(C=C(C=C1)OB(O)O)F